CC(CCCCCCCCCCCCCC)C1C(=O)OC(C1)=O 1-methylpentadecanyl-succinic anhydride